tert-butyl 2-(5-fluoro-2-(4-(piperidin-1-yl)-3-(1-(2-(pyrrolidin-1-yl)ethyl)-1H-indazole-3-carboxamido)benzamido)phenyl)acetate FC=1C=CC(=C(C1)CC(=O)OC(C)(C)C)NC(C1=CC(=C(C=C1)N1CCCCC1)NC(=O)C1=NN(C2=CC=CC=C12)CCN1CCCC1)=O